N-[1-(2-nitrophenyl)-1H-pyrrol-2-yl-allylidenamino]-guanidine acetate C(C)(=O)O.[N+](=O)([O-])C1=C(C=CC=C1)N1C(=CC=C1)C=CC=NNC(=N)N